FC1=C(C=CC(=C1)C1CCNCC1)C=1N=C2SC3=C(N2C1)C=CC(=C3)C(=O)NCCCN3CCC(CC3)F 2-(2-fluoro-4-(piperidin-4-yl)phenyl)-N-(3-(4-fluoropiperidin-1-yl)propyl)benzo[d]imidazo[2,1-b]thiazole-7-carboxamide